BrC=1C=CC(=NC1)C=1C(=NC(=CN1)C)[C@H](C)NC=1OC2=C(N1)C=C(C=C2Cl)C(F)(F)F N-[(1S)-1-[3-(5-bromo-2-pyridyl)-6-methyl-pyrazin-2-yl]ethyl]-7-chloro-5-(trifluoromethyl)-1,3-benzoxazol-2-amine